8-bromo-2-(4-methoxybenzyl)-1,3,4,12a-tetrahydrobenzo[e]pyrazino[1,2-a][1,4]diazepine-6,12(2H,11H)-dione BrC1=CC2=C(NC(C3N(C2=O)CCN(C3)CC3=CC=C(C=C3)OC)=O)C=C1